C(CCCCCCC\C=C/CCC)CC(=O)O.C(C)(=O)OCCCCCCCCCCCCCC\C=C/CCCC (Z)-icos-15-en-1-yl acetate (Z)-tridec-9-en-1-yl-acetate